N-[(2S,3R)-4-phenyl-3-amino-2-hydroxybutyryl]-L-leucine C1(=CC=CC=C1)C[C@H]([C@@H](C(=O)N[C@@H](CC(C)C)C(=O)O)O)N